[H-].C1(=CC=CC=C1)C(C)C cumen hydride